2-(4-Cyclopropyl-6-methoxypyrimidin-5-yl)-N-(4-(pyridin-2-ylmethoxy)benzyl)furo[3,2-d]pyrimidin-4-amine C1(CC1)C1=NC=NC(=C1C=1N=C(C2=C(N1)C=CO2)NCC2=CC=C(C=C2)OCC2=NC=CC=C2)OC